hydroquinone bis(2-fluoroethanesulfonate) FCCS(=O)(=O)O.FCCS(=O)(=O)O.C1(O)=CC=C(O)C=C1